ClC1=C(C2=C(NC(C(=C2)C2=CC(=CC=C2)F)=O)S1)C=1C(=C2CCCC2=CC1)O 2-chloro-5-(3-fluorophenyl)-3-(4-hydroxyindan-5-yl)-7H-thieno[2,3-b]pyridin-6-one